(2R)-3-(benzyloxy)-2-{2-[(tert-butoxycarbonyl)amino]-2-methylpropylamino}propanoic acid C(C1=CC=CC=C1)OC[C@H](C(=O)O)NCC(C)(C)NC(=O)OC(C)(C)C